l-p-sulphophenylazo-2-naphthol S(=O)(=O)(O)C1=CC=C(C=C1)N=NC1=C(C=CC2=CC=CC=C12)O